N1=CN=C(C2=C1C=NC=C2)N pyrido[3,4-d]pyrimidin-4-amine